N-Cyclopropyl-2-(5,6,7-trifluoro-1H-indol-3-yl)quinoline-5-carboxamide C1(CC1)NC(=O)C=1C=2C=CC(=NC2C=CC1)C1=CNC2=C(C(=C(C=C12)F)F)F